Methyl 1-(1-isopropylpyrazol-4-yl)-6-oxo-pyridine-3-carboxylate C(C)(C)N1N=CC(=C1)N1C=C(C=CC1=O)C(=O)OC